NCCC1=CC=C(C=C1)C1=C(C=C(C#N)C=C1)OC1=CN=NC(=C1)C=1N(N=C(C1)C(F)(F)F)C 4-[4-(2-aminoethyl)phenyl]-3-[6-[2-methyl-5-(trifluoromethyl)pyrazol-3-yl]pyridazin-4-yl]oxybenzonitrile